N-(3-(2,6-dioxopiperidin-3-yl)-1-methyl-1H-indazol-7-yl)-3-fluoro-4-(piperidin-1-ylmethyl)benzamide O=C1NC(CCC1C1=NN(C2=C(C=CC=C12)NC(C1=CC(=C(C=C1)CN1CCCCC1)F)=O)C)=O